phospho-L-serine P(=O)(O)(O)OC[C@H](N)C(=O)O